BrC1=C(C=C(C(=O)N2CC=3N(CC2)C(N(C3C(=O)NCC3=C(C=C(C=C3)OC)F)C3=CC=C(C=C3)C#N)=O)C=C1)Cl 7-(4-bromo-3-chloro-benzoyl)-2-(4-cyanophenyl)-N-[(2-fluoro-4-methoxy-phenyl)methyl]-3-oxo-6,8-dihydro-5H-imidazo[1,5-a]pyrazine-1-carboxamide